CN1CCC(CC1)C(=O)OCC(CCCC(=O)OCCCCCCCCCCCCC)CCCC(=O)OCCCCCCCCCCCCC Ditridecyl 5-{[(1-methylpiperidine-4-carbonyl)oxy]methyl}nonanedioate